CC=1C(=C(C(=CC1O)[N+](=O)[O-])O)[N+](=O)[O-] methyl-2,6-dinitro-1,4-benzenediol